6-((4-(ethoxy(phenyl)methyl)-4-phenethyl-piperidin-1-yl)methyl)-1,4-dihydro-2H-benzo[d][1,3]oxazin-2-one citrate C(CC(O)(C(=O)O)CC(=O)O)(=O)O.C(C)OC(C1(CCN(CC1)CC1=CC2=C(NC(OC2)=O)C=C1)CCC1=CC=CC=C1)C1=CC=CC=C1